Cl.COC1=CC=C(C=C1)NN (4-methoxyphenyl)hydrazine HCl